C(N)(=O)C=1C=C(C(=C2C(=C(NC12)C)C)C1C[C@@H](CC1)NC(OC(C)(C)C)=O)F tert-butyl ((1R)-3-(7-carbamoyl-5-fluoro-2,3-dimethyl-1H-indol-4-yl)cyclopentyl)carbamate